N-(3-fluoro-2-(4-fluorobenzoyl)-3-methylbutyl)-N-(benzenesulfonyl)benzenesulfonamide FC(C(CN(S(=O)(=O)C1=CC=CC=C1)S(=O)(=O)C1=CC=CC=C1)C(C1=CC=C(C=C1)F)=O)(C)C